nonapropylene glycol diacrylate C(C=C)(=O)OC(C)COC(C)COC(C)COC(C)COC(C)COC(C)COC(C)COC(C)COC(C)COC(C=C)=O